ethyl 2-((2-(2-cyclopropylphenyl)-2-oxoethyl)amino)-2-oxoacetate C1(CC1)C1=C(C=CC=C1)C(CNC(C(=O)OCC)=O)=O